para-mercaptobenzoyl-hydrazine SC1=CC=C(C(=O)NN)C=C1